C(C)N1CCN(CCC1)CC1=CC=C2C(=N1)SC(=C2)C(=O)N 6-((4-ethyl-1,4-diazacycloheptan-1-yl)methyl)thieno[2,3-b]pyridine-2-carboxamide